COC(=O)NS(=O)(=O)C=1C(=CSC1C)C(=O)OC methyl 4-(methoxycarbonylsulfamoyl)-5-methylthiophene-3-carboxylate